S1N=NC(=C1)C(=O)N 1,2,3-thiadiazole-4-carboxamide